C(CCCCC)N1C=C(C(=C1)C)C 1-hexyl-3,4-dimethylpyrrole